FC1=C(C=CC=C1F)C1=C(N=C(C=2N1N=CC2)N2CCC1(CC2)CC=2C(=NC(=CC2)OC)[C@@H]1N)C (7R)-1'-[7-(2,3-difluorophenyl)-6-methyl-pyrazolo[1,5-a]pyrazin-4-yl]-2-methoxy-spiro[5,7-dihydrocyclopenta[b]pyridin-6,4'-piperidin]-7-amine